3-amino-2-(4-(1,2-dihydroxyethyl)phenyl)-N-(thieno[2,3-c]pyridin-2-yl)propanamide NCC(C(=O)NC1=CC=2C(=CN=CC2)S1)C1=CC=C(C=C1)C(CO)O